6-(5-(2-(3-Fluoropiperidin-1-yl)ethoxy)-3-isopropyl-1H-indol-2-yl)-8-methyl-[1,2,4]triazolo[1,5-a]pyridin FC1CN(CCC1)CCOC=1C=C2C(=C(NC2=CC1)C=1C=C(C=2N(C1)N=CN2)C)C(C)C